(R)-4-(2-Chloro-7-(1,3-dimethyl-1H-pyrazol-4-yl)thieno[3,2-d]pyrimidin-4-yl)-3-methylmorpholine ClC=1N=C(C2=C(N1)C(=CS2)C=2C(=NN(C2)C)C)N2[C@@H](COCC2)C